glutamyl-Valyl-Glycine N[C@@H](CCC(=O)O)C(=O)N[C@@H](C(C)C)C(=O)NCC(=O)O